C1(CCCCC1)C(=O)O cyclohexane-1-Carboxylic acid